OC1N(C(N(C1O)C)=O)C 4,5-dihydroxy-1,3-dimethylimidazolidin-2-one